BrC1=NN(C(=C1C#N)NCC)[C@H]1C[C@@H](N(C1)C(=O)OC(C)(C)C)COC Tert-butyl (2R,4S)-4-[3-bromo-4-cyano-5-(ethylamino)pyrazol-1-yl]-2-(methoxymethyl)pyrrolidine-1-carboxylate